C1(CC1)C(=O)N1C2=C(OCC1)N=CC(=C2)NC2=CC=C(C=N2)C2=CC=C(C(=O)N(C)C)C=C2 4-(6-((1-(cyclopropanecarbonyl)-2,3-dihydro-1H-pyrido[2,3-b][1,4]oxazin-7-yl)amino)pyridin-3-yl)-N,N-dimethylbenzamide